4-(((1R)-1-(2-fluoro-3-(piperidin-3-yl)phenyl)ethyl)amino)-2,6,8,8-tetramethyl-6,8-dihydro-7H-pyrrolo[2,3-g]quinazolin-7-one FC1=C(C=CC=C1C1CNCCC1)[C@@H](C)NC1=NC(=NC2=CC3=C(C=C12)N(C(C3(C)C)=O)C)C